C12CN(CC2C1)C1=NC2=C(C=C(C=C2C(N1C1CCOCC1)=O)C)C(C)NC1=CC=C(C(=C1C(=O)O)F)F 6-((1-(2-(3-Azabicyclo[3.1.0]hexan-3-yl)-6-methyl-4-oxo-3-(tetrahydro-2H-pyran-4-yl)-3,4-dihydroquinazolin-8-yl)ethyl)amino)-2,3-difluorobenzoic acid